NCCCNCC=1C=C(C(=O)NC2=C(C=C(C=C2)S(=O)(=O)N2CCN(CC2)C2=NC(=CC(=C2)C(F)(F)F)Cl)O)C=CC1 3-[(3-Aminopropylamino)methyl]-N-[4-[4-[6-chloro-4-(trifluoromethyl)-2-pyridyl]piperazin-1-yl]sulfonyl-2-hydroxy-phenyl]benzamide